6-chloro-3-{[(1R)-1-{5-ethyl-9-methylimidazo[1,2-c]quinazolin-7-yl}ethyl]amino}pyridine-2-carboxylic acid ClC1=CC=C(C(=N1)C(=O)O)N[C@H](C)C1=CC(=CC=2C=3N(C(=NC12)CC)C=CN3)C